NCCCNS(=O)(=O)C1=CC=C(C=C1)N1C(OC2(C1)CCN(CC2)CC2=CC(=C(C=C2OCC)C2=CC=C(C=C2)F)C2CC2)=O N-(3-aminopropyl)-4-(8-((2-cyclopropyl-5-ethoxy-4'-fluoro-[1,1'-biphenyl]-4-yl)methyl)-2-oxo-1-oxa-3,8-diazaspiro[4.5]decan-3-yl)benzenesulfonamide